C1(=CC=CC=C1)P(=CC(=O)OC)(C1=CC=CC=C1)C1=CC=CC=C1 methyl 2-(triphenyl-λ5-phosphanylidene)acetate